NC1=C(C=C(C=C1)C1=NC(=NC=C1)NC)P(C)(C)=O (2-Amino-5-(2-(methylamino)pyrimidin-4-yl)phenyl)dimethylphosphine oxide